B(O)(O)O.C(CCCCCCC\C=C/CCCCCCCC)(=O)N oleic acid amide borate